t-butyl 3,3-dimethylpiperazine-1-carboxylate CC1(CN(CCN1)C(=O)OC(C)(C)C)C